C(#N)C=1C2=C(SC1/N=C/N(C)C)CCCC2(C)C2=CC(=NS2)C2=NC(=NC(=C2)OC)O[C@@H](C)[C@H]2N(CCC2)C (E)-N'-(3-cyano-4-(3-(6-methoxy-2-((S)-1-((S)-1-methylpyrrolidin-2-yl)ethoxy)pyrimidin-4-yl)isothiazol-5-yl)-4-methyl-4,5,6,7-tetrahydrobenzo[b]thiophen-2-yl)-N,N-dimethylformimidamide